C(C)S(=O)(=O)C=1C(=C(C(=O)N)C=CC1)OC ethylsulfonyl-2-methoxy-benzamide